COC(=O)C=1SC=C(C1)C#N 4-cyanothiophene-2-carboxylic acid methyl ester